(R)-4,5,7,8-tetramethyl-2-(((1-(3,4,5-trifluorobenzyl)-1H-pyrazol-4-yl)methyl)amino)-7,8-dihydropteridin-6(5H)-one CC1=NC(=NC=2N([C@@H](C(N(C12)C)=O)C)C)NCC=1C=NN(C1)CC1=CC(=C(C(=C1)F)F)F